C1(CC1)C1=C(C(=NO1)C1=C(C=CC=C1Cl)Cl)CO[C@@H]1[C@H]2CN([C@@H](C1)C2)C2=C(C=C(C(=O)O)C=C2)F 4-[(1R,4R,5S)-5-{[5-cyclopropyl-3-(2,6-dichlorophenyl)-1,2-oxazol-4-yl]methoxy}-2-azabicyclo[2.2.1]heptan-2-yl]-3-fluorobenzoic acid